(E)-(2-((3-Ethoxy-5-(3-methoxy-4-nitrostyryl)-4-(3-methylbut-2-en-1-yl)phenoxy)methoxy)ethyl)trimethylsilane C(C)OC=1C=C(OCOCC[Si](C)(C)C)C=C(C1CC=C(C)C)\C=C\C1=CC(=C(C=C1)[N+](=O)[O-])OC